5-(benzyloxy)-1-azaspiro[3.3]heptan-2-one C(C1=CC=CC=C1)OC1C2(CC(N2)=O)CC1